NC1=C2C(=NC=N1)N(N=C2C2=CC=C(CNC(C1=C(C=CC(=C1)F)OC)=O)C=C2)C2=CC(=C(C=C2)N2CC(CC2)C(OC)OC)F N-(4-(4-amino-1-(4-(3-(dimethoxymethyl)pyrrolidin-1-yl)-3-fluorophenyl)-1H-pyrazolo[3,4-d]pyrimidin-3-yl)benzyl)-5-fluoro-2-methoxybenzamide